2-(2-Hydroxyethyl)piperidin OCCC1NCCCC1